3-(5-fluoro-1,3-dioxo-2H-inden-2-yl)piperidine-2,6-dione FC=1C=C2C(C(C(C2=CC1)=O)C1C(NC(CC1)=O)=O)=O